ClC=1C(=NC=CC1C1=C(C(=CC=C1)NC1=C(C(=C(C=C1)F)CNCCO)F)Cl)C1=CC(=C(CNC[C@H]2CCC(N2)=O)C=C1)OC (R)-5-(((4-(3-chloro-4-(2-chloro-3-((2,4-difluoro-3-(((2-hydroxyethyl)amino)methyl)phenyl)amino)phenyl)pyridin-2-yl)-2-methoxybenzyl)amino)methyl)pyrrolidin-2-one